CN(CCNC(OC[C@H]1OC[C@@H]([C@H]1OCC(CCCCCCCC)CCCCCC)OCC(CCCCCCCC)CCCCCC)=O)C ((2R,3R,4S)-3,4-bis((2-hexyldecyl)oxy)tetrahydrofuran-2-yl)methyl (2-(dimethylamino)ethyl)carbamate